CC(C(=O)OCC(F)(F)F)(CN1N=C(C2=CC=CC=C12)C1=CSC=C1)C 2,2,2-Trifluoroethyl 2,2-dimethyl-3-(3-(thiophen-3-yl)-1H-indazol-1-yl)propanoate